2-bromo-1-(2,4-difluorophenyl)ethanone BrCC(=O)C1=C(C=C(C=C1)F)F